4-(4-(7,7-Difluoro-3-azabicyclo[4.1.0]heptan-6-yl)phenyl)-7-(4-(trifluoromethyl)phenyl)-2-naphthoic acid FC1(C2(CCNCC12)C1=CC=C(C=C1)C1=CC(=CC2=CC(=CC=C12)C1=CC=C(C=C1)C(F)(F)F)C(=O)O)F